N1(CCCCC1)C1N(CCCC1)C(=O)O.ClC=1C=CC(=C(C(=O)NC2=CC(=NC=C2)NC2=CC=CC=C2)C1)O 5-chloro-2-hydroxy-N-(2-(phenylamino)pyridin-4-yl)benzamide (hexahydropyridin-1-yl)hexahydropyridine-1-carboxylate